FC1=C(CN2C(NC=3C=NC4=C5C(=CC=C4C32)OCO5)=O)C(=CC(=C1)B1OC(C(O1)(C)C)(C)C)F 8-(2,6-difluoro-4-(4,4,5,5-tetramethyl-1,3,2-dioxaborolan-2-yl)benzyl)-6,8-dihydro-7H-[1,3]dioxolo[4,5-h]imidazo[4,5-c]quinolin-7-one